(S)-N-(5-(2-(2-aminopyridin-3-yl)-5-phenyl-3H-imidazo[4,5-b]pyridin-3-yl)-2,3-dihydro-1H-inden-1-yl)-3-formyl-4-hydroxybenzamide NC1=NC=CC=C1C1=NC=2C(=NC(=CC2)C2=CC=CC=C2)N1C=1C=C2CC[C@@H](C2=CC1)NC(C1=CC(=C(C=C1)O)C=O)=O